C(=C\C1=CC=C(C=C1S(=O)(=O)[O-])NC(=O)OCC)/C1=CC=C(C=C1S(=O)(=O)[O-])NC(=O)OCC.[Na+].[Na+] sodium (E)-6,6'-(ethene-1,2-diyl)bis(3-((ethoxycarbonyl) amino)benzenesulfonate)